5-amino-2-methoxyisonicotinic acid NC1=CN=C(C=C1C(=O)O)OC